CC1=NC2=CC=C(C=C2C(=N1)N1CC=2C=C(C=NC2CC1)N1C2=C(OCC1)N=CC=C2)C(F)(F)F 1-[6-[2-methyl-6-(trifluoromethyl)quinazolin-4-yl]-7,8-dihydro-5H-1,6-naphthyridin-3-yl]-2,3-dihydropyrido[2,3-b][1,4]oxazine